2-(4-bromo-3-nitrostyryl)quinoline BrC1=C(C=C(C=CC2=NC3=CC=CC=C3C=C2)C=C1)[N+](=O)[O-]